ClC1=CC=C(C=C1)C=1C=C(C(N(N1)C1=CC(=CC=C1)F)=O)C(=O)N[C@@H](CO)CC1=NC=CC=C1 |r| 6-(4-chlorophenyl)-2-(3-fluorophenyl)-N-[(2RS)-1-hydroxy-3-(pyridin-2-yl)propan-2-yl]-3-oxo-2,3-dihydropyridazine-4-carboxamide